C(#N)C1=CC=C(C=C1)C=1N=C2N(C=CC=C2)C1 2-(4-cyanophenyl)imidazo[1,2-a]pyridine